phosphorus tert-butyl 4-(6-chloro-2-pyridyl)piperidine-1-carboxylate ClC1=CC=CC(=N1)C1CCN(CC1)C(=O)OC(C)(C)C.[P]